FC=1C(=C(C(=O)N)C=CC1)F fluoro-2-fluorobenzamide